FC(OC1=C(C=C(C=C1)OC1=CC=C2CCN(CC2=C1)C1COC1)C1=NN(C=C1NC(=O)C=1C=NN2C1N=CC=C2)C)F N-[3-[2-(difluoromethoxy)-5-[[2-(oxetan-3-yl)-3,4-dihydro-1H-isoquinolin-7-yl]oxy]phenyl]-1-methyl-pyrazol-4-yl]pyrazolo[1,5-a]pyrimidine-3-carboxamide